FC(CN1N=CC(=C1)C1=NC=CC(=N1)NC1=NC=C(C(=C1)NC1CCC(CC1)(O)C)C1=NN(C=C1)C(F)(F)F)F (1s,4s)-4-((2-((2-(1-(2,2-Difluoroethyl)-1H-pyrazol-4-yl)pyrimidin-4-yl)amino)-5-(1-(trifluoromethyl)-1H-pyrazol-3-yl)pyridin-4-yl)amino)-1-methylcyclohexan-1-ol